CC1(OB(OC1(C)C)C1=CC=C(C=C1)C1=CC=CC=2C3(C4=CC=CC=C4C12)CCCCC3)C 4,4,5,5-tetramethyl-2-(4-(spiro[cyclohexane-1,9'-fluoren]-4'-yl)phenyl)-1,3,2-dioxaborolane